FC1(CC(CC1)NC1=NC(=NC(=N1)NC1CC(CC1)(F)F)C1=NC=CC(=N1)C(F)F)F N2,N4-bis(3,3-difluorocyclopentyl)-6-(4-(difluoromethyl)pyrimidin-2-yl)-1,3,5-triazine-2,4-diamine